O=C\1NC2=CC(=CC=C2/C1=C(/NC1=CC=C(C=C1)C(NOCCN1CCCCC1)=O)\C1=CC=CC=C1)C(=O)OC (Z)-Methyl 2-oxo-3-(phenyl((4-((2-(piperidin-1-yl)ethoxy)carbamoyl)phenyl)amino)methylene)indoline-6-carboxylate